(E)-3-(2-(Cyclohexylthio)-6-(trifluoromethyl)pyridin-3-yl)-N-(2-oxo-2,3-dihydro-1H-benzo[d]imidazol-4-yl)acrylamid C1(CCCCC1)SC1=NC(=CC=C1/C=C/C(=O)NC1=CC=CC=2NC(NC21)=O)C(F)(F)F